5-(2-Chlorobenzyl)-3-(2-hydroxyethyl)-4-oxo-4,5,6,7-tetrahydropyrazolo[1,5-a]pyrazine-2-carboxylic acid ethyl ester C(C)OC(=O)C1=NN2C(C(N(CC2)CC2=C(C=CC=C2)Cl)=O)=C1CCO